N1(CC1)CCNS(=O)(=O)C=1C=C(C(=O)N(CCC)CCC)C=CC1C 3-(N-(2-(aziridine-1-yl)ethyl)sulfamoyl)-4-methyl-N,N-dipropylbenzamide